3-[8-Amino-6-(4-fluorophenyl)imidazo[1,2-a]pyrazin-3-yl]-N-(trans-4-hydroxycyclohexyl)-4-methylbenzenesulfonamide NC=1C=2N(C=C(N1)C1=CC=C(C=C1)F)C(=CN2)C=2C=C(C=CC2C)S(=O)(=O)N[C@@H]2CC[C@H](CC2)O